7-(6,7-dimethoxyquinazolin-4-yl)-1,2,3,4-tetrahydroisoquinoline-2-sulfonamide COC=1C=C2C(=NC=NC2=CC1OC)C1=CC=C2CCN(CC2=C1)S(=O)(=O)N